6-(2-(4-(1-ethoxycyclopropyl)-4-phenethylpiperidin-1-yl)ethyl)benzo[d]oxazol-2(3H)-one citrate C(CC(O)(C(=O)O)CC(=O)O)(=O)O.C(C)OC1(CC1)C1(CCN(CC1)CCC1=CC2=C(NC(O2)=O)C=C1)CCC1=CC=CC=C1